2-ethynyl-5-fluoropyridine C(#C)C1=NC=C(C=C1)F